2-phenyl-1-bromobutane C1(=CC=CC=C1)C(CBr)CC